sodium 4-dodecylbenzenesulfonate C(CCCCCCCCCCC)C1=CC=C(C=C1)S(=O)(=O)[O-].[Na+]